[3-(2-methylpropyl)-4-[2,2,2-trifluoro-1-methoxy-1-(trifluoromethyl)ethyl]phenyl]-1H-pyrazole-4-carboxamide CC(CC=1C=C(C=CC1C(C(F)(F)F)(C(F)(F)F)OC)N1N=CC(=C1)C(=O)N)C